ethoxycurcumin C(C)OCOC1=CC(=CC=C1O)\C=C\C(=O)CC(=O)\C=C\C1=CC=C(O)C(OC)=C1